CC1(CCOCC1)C(=O)N 4-methyloxane-4-carboxamide